1-[[4-[5-(trifluoromethyl)-1,2,4-oxadiazol-3-yl]phenyl]methyl]pyrazole-4-carboxylic acid FC(C1=NC(=NO1)C1=CC=C(C=C1)CN1N=CC(=C1)C(=O)O)(F)F